2-[1-[[(1R)-1-[3-[2-(7-chloroquinolin-2-yl)ethenyl]phenyl]-3-[2-(2-hydroxypropan-2-yl)phenyl]propyl]sulfanylmethyl]cyclopropyl]acetate hydrochloride Cl.ClC1=CC=C2C=CC(=NC2=C1)C=CC=1C=C(C=CC1)[C@@H](CCC1=C(C=CC=C1)C(C)(C)O)SCC1(CC1)CC(=O)O